6-methoxy-7-nitro-3,4-dihydro-1H-isoquinoline-2-carboxylic acid tert-butyl ester C(C)(C)(C)OC(=O)N1CC2=CC(=C(C=C2CC1)OC)[N+](=O)[O-]